C(C)(C)(C)N1N=C2C=CC(=CC2=C1)N 2-(tert-butyl)-2H-indazol-5-amine